[Na+].O=CC=CC(=O)[O-] 4-oxo-but-2-enoic acid sodium salt